(S)-3-(4-fluoro-2',5,6'-trimethyl-[1,1'-biphenyl]-3-yl)-3-((S)-2-(3-(2-(3,3-Dimethylazetidin-1-yl)ethyl)-5-methyl-6-oxopyridazin-1(6H)-yl)-4-methyl-valerylamino)propionic acid FC1=C(C=C(C=C1C)C1=C(C=CC=C1C)C)[C@H](CC(=O)O)NC([C@H](CC(C)C)N1N=C(C=C(C1=O)C)CCN1CC(C1)(C)C)=O